Cl.FC1=CC=C(C=C1)N(C=1C=NC=CC1OC)C1CCNCC1 N-(4-Fluorophenyl)-4-methoxy-N-(piperidin-4-yl)pyridin-3-amine hydrochloride